rac-6-chloro-1-((1S,2S)-2-methylcyclohexyl)-1H-pyrazolo[3,4-d]pyrimidine ClC1=NC=C2C(=N1)N(N=C2)[C@@H]2[C@H](CCCC2)C |r|